CN1CC(CC1)OC=1C=CC(=NC1)NC1=NC=CC=N1 N-[5-(1-methylPyrrolidin-3-yl)oxypyridin-2-yl]Pyrimidin-2-amine